FC=1C=NC(=NC1)N[C@@H]1CNC[C@H]1OCC1=CC=C(C=C1)C(F)(F)F 5-fluoro-N-(trans-4-((4-(trifluoromethyl)benzyl)oxy)pyrrolidin-3-yl)pyrimidin-2-amine